2-propionyl-1-pyrrolin C(CC)(=O)C1=NCCC1